C(C1=CC=CC=C1)OC=1C(C=CN2N3C(C4=C(CC\C=C/CN(C(C21)=O)C3)C=CC=C4)C4=CC=NC=C4)=O (Z)-4-(benzyloxy)-16-(pyridin-4-yl)-7,10,11,16-tetrahydro-6,17-methanobenzo[k]pyrido[1,2-b][1,2,5]triazacyclotridecine-3,5-dione